CC1=C(C(=CC=C1)C)N1C(=NC2=C(C=C(C=C2C1=O)I)F)C 3-(2,6-dimethylphenyl)-8-fluoro-6-iodo-2-methyl-quinazolin-4(3H)-one